6-(6-(((1S,2S,3R,5R)-2-fluoro-8-azabicyclo[3.2.1]octan-3-yl)(methyl)amino)-1,2,4-triazin-3-yl)-7-hydroxy-2-methylphthalazin-1(2H)-one F[C@H]1[C@@H]2CC[C@H](C[C@H]1N(C1=CN=C(N=N1)C=1C=C3C=NN(C(C3=CC1O)=O)C)C)N2